2-(2-{[2-(4-fluoro-1H-1,3-benzodiazol-2-yl)ethyl]amino}ethyl)-N-[(3-fluoropyridin-2-yl)methyl]-1,3-thiazole-4-carboxamide FC1=CC=CC=2NC(=NC21)CCNCCC=2SC=C(N2)C(=O)NCC2=NC=CC=C2F